6,7-difluoro-3-(1-{4-[3-(4-methyl-piperazin-1-yl)-propoxy]-phenyl}-1H-[1,2,3]triazol-4-yl)-1H-quinolin-2-one FC=1C=C2C=C(C(NC2=CC1F)=O)C=1N=NN(C1)C1=CC=C(C=C1)OCCCN1CCN(CC1)C